2-(diethylhexylamino)-ethanol C(C)C(CCCCC)(NCCO)CC